tert-butyl (2S,4R)-2-(((4-amino-6-chloropyrimidin-5-yl) oxy) methyl)-4-fluoropyrrolidine-1-carboxylate NC1=NC=NC(=C1OC[C@H]1N(C[C@@H](C1)F)C(=O)OC(C)(C)C)Cl